Morpholine-4-carboxylic acid [5-(6-chloro-3-cyano-1H-indol-2-yl)-pyridin-3-ylmethyl]-amide ClC1=CC=C2C(=C(NC2=C1)C=1C=C(C=NC1)CNC(=O)N1CCOCC1)C#N